BrC1=NNC(=N1)NCC1=CC=C(C=C1)C1=NC=CC(=N1)C(F)(F)F 3-Bromo-N-(4-(4-(trifluoromethyl)pyrimidin-2-yl)benzyl)-1H-1,2,4-triazol-5-amine